CC1=NC=2N(C=C1)N=CC2C(=O)OCC 1-Ethyl 5-methylpyrazolo[1,5-a]pyrimidine-3-carboxylate